FC1=CC(=C(C=C1CC1=NNC(C2=CC=CC=C12)=O)C1=CC2=C(NC(=N2)NC(OC)=O)C=C1)OC Methyl (5-(4-fluoro-2-methoxy-5-((4-oxo-3,4-dihydrophthalazin-1-yl)methyl)phenyl)-1H-benzoimidazol-2-yl)carbamate